2,3-dimethyl-6-methoxy-1,4-naphthoquinone CC=1C(C2=CC=C(C=C2C(C1C)=O)OC)=O